2,6-difluoro-4-methoxyphenylboronic acid FC1=C(C(=CC(=C1)OC)F)B(O)O